tert-butyl N-[[7-[5-(4-chloro-2-cyano-3-methyl-phenyl)-1-methyl-pyrazol-4-yl]-4-oxo-3H-phthalazin-1-yl]methyl]carbamate ClC1=C(C(=C(C=C1)C1=C(C=NN1C)C1=CC=C2C(NN=C(C2=C1)CNC(OC(C)(C)C)=O)=O)C#N)C